COC1=C(NC2=NC=C(C(=N2)NCCCN2C(CCCC2)=O)C(F)(F)F)C=C(C=C1)CNC 1-[3-[[2-[2-Methoxy-5-(methylaminomethyl)anilino]-5-(trifluoromethyl)pyrimidin-4-yl]amino]propyl]piperidin-2-one